ClC1=CC=C2C(=C(N(C2=C1C=1C(=NN(C1CC)C)CO)CCCCNS(=O)(=O)C1=C(C=CC=C1)[N+](=O)[O-])C(=O)OCC)CCCOC1=CC=CC2=CC(=CC=C12)F Ethyl 6-chloro-7-[5-ethyl-3-(hydroxymethyl)-1-methyl-1H-pyrazol-4-yl]-3-{3-[(6-fluoro-naphthalen-1-yl)oxy]propyl}-1-{4-[(2-nitrobenzene-1-sulfonyl)amino]butyl}-1H-indole-2-carboxylate